hexadecyldimethylsilane C(CCCCCCCCCCCCCCC)[SiH](C)C